5-amino-1-cyclobutyl-3-ethylpyrazole-4-carbonitrile NC1=C(C(=NN1C1CCC1)CC)C#N